C(#N)C=1C=C(C=CC1)C=1C=NC(=NC1)N1C([C@@H]2N(CCN(C2)C#N)CC1)=O (R)-8-(5-(3-cyanophenyl)pyrimidin-2-yl)-9-oxooctahydro-2H-pyrazino[1,2-a]pyrazine-2-carbonitrile